tetradecyl 3-(3,5-di-tert-butyl-4-hydroxyphenyl)propanoate C(C)(C)(C)C=1C=C(C=C(C1O)C(C)(C)C)CCC(=O)OCCCCCCCCCCCCCC